C1(CC1)C1CC2(CN(C2)C(=O)C2CC3(C2)NC(OC3)=O)CC1 (2s,4s)-2-(6-Cyclopropyl-2-azaspiro[3.4]octane-2-carbonyl)-7-oxa-5-azaspiro[3.4]octan-6-one